4-bromobutylboronic acid BrCCCCB(O)O